B([O-])([O-])[O-].[Ca+2].[Mg+2] Magnesium-Calcium borat